C(C)(C)(C)OC([C@@H](CC1=CC=C(C=C1)OCCOCCOCC)OS(=O)(=O)C)=O |r| Racemic-tert-butyl-3-{4-[2-(2-ethoxyethoxy)ethoxy]phenyl}-2-[(methanesulfonyl)oxy]propanoate